COC=1C=C2CCN(C(C2=CC1OC)C1OC(C2=C1C=CC=1OCOC12)=O)C 6-(1,2,3,4-Tetrahydro-6,7-dimethoxy-2-methyl-1-isoquinolinyl)furo[3,4-e]-1,3-benzodioxol-8(6H)-one